C(C1=CC=CC=C1)N1CC2(CN(C2)C(CC2=CC=C(C=C2)Cl)=O)C1 1-(6-benzyl-2,6-diazaspiro[3.3]heptan-2-yl)-2-(4-chlorophenyl)ethanone